(R)-3-(4-amino-3,5-dimethylphenyl)-2-(benzyloxycarbonyl)propionic acid methyl ester COC([C@@H](CC1=CC(=C(C(=C1)C)N)C)C(=O)OCC1=CC=CC=C1)=O